COC1=C(CC(N)C)C(=CC(=C1)C)OC 2,6-dimethoxy-4-methylamphetamine